tert-butyl (5-fluoro-2-methoxy-3-(pyrimidin-2-yl)phenyl)carbamate FC=1C=C(C(=C(C1)NC(OC(C)(C)C)=O)OC)C1=NC=CC=N1